N(=[N+]=[N-])CC(C(C(=O)OCC)NC1=CC=CC=C1)(C1=CC=C(C=C1)C)C1=CC=C(C=C1)C ethyl 4-azido-2-(phenylamino)-3,3-di-p-tolylbutyrate